O=C1N(C=CC=C1C(=O)O)C1=CC=C(C=C1)C(F)(F)F 2-oxo-1-(4-(trifluoromethyl)phenyl)-1,2-dihydropyridine-3-carboxylic acid